2-(3,4-dichloro-phenoxy)acetyl chloride ClC=1C=C(OCC(=O)Cl)C=CC1Cl